2-[7-methoxy-6-(piperidin-4-yloxy)-1,5-naphthyridin-4-yl]-1H,5H,6H,7H-pyrrolo[3,2-c]Pyridin-4-one COC1=C(N=C2C(=CC=NC2=C1)C1=CC=2C(NCCC2N1)=O)OC1CCNCC1